4-Cyclopropyl-6-[[(3R)-1-ethyl-3-piperidyl]amino]-3-[2-hydroxy-4-(trifluoromethyl)-phenyl]-1,2,4-triazin-5-one C1(CC1)N1C(=NN=C(C1=O)N[C@H]1CN(CCC1)CC)C1=C(C=C(C=C1)C(F)(F)F)O